2-methyl-4-pyrone CC=1OC=CC(C1)=O